CC1N(CCCC1N1CCCCC1)C(=O)NCCCCC1=CC=CC=C1 2-methyl-N-(4-phenylbutyl)-3-(1-piperidinyl)piperidine-1-carboxamide